C(C)N(CCC(C(CO)C)O)CC 2-diethylaminoethyl-2-methyl-1,3-propanediol